N[C@@H](C(=O)O)CCCCCCCCCCCC (R)-2-aminotetradecanoic acid